2-chloro-5-methyl-pyridine-4-sulfonyl chloride ClC1=NC=C(C(=C1)S(=O)(=O)Cl)C